FC=1C=C(CC2=CC=C(N=N2)N)C=CC1 6-(3-Fluorobenzyl)pyridazin-3-amine